trans-2-chloro-N-[3-(1,3-dioxoisoindolin-2-yl)oxycyclobutyl]-3,4-bis[(4-methoxyphenyl)methoxy]benzamide ClC1=C(C(=O)N[C@@H]2C[C@H](C2)ON2C(C3=CC=CC=C3C2=O)=O)C=CC(=C1OCC1=CC=C(C=C1)OC)OCC1=CC=C(C=C1)OC